FC(C1=NN(C=C1C(=O)NC1=C(C=CC=C1)C1=CC(=C(C(=C1)F)F)F)C)F 3-(difluoromethyl)-1-methyl-2'-(3,4,5-trifluorophenyl)-1H-pyrazole-4-carboxanilide